4-((2-(1H-isoindol-1-yl)-1H-benzimidazol-5-yl)carbamoyl)benzoic acid methyl ester COC(C1=CC=C(C=C1)C(NC1=CC2=C(NC(=N2)C2N=CC3=CC=CC=C23)C=C1)=O)=O